N-Ethyl-2-(6-methoxy-4-(trifluoromethyl)pyridin-3-yl)-N-methylethan-1-amine C(C)N(CCC=1C=NC(=CC1C(F)(F)F)OC)C